N1(N=CC=C1)C1=C(CNC2=C3N=CN(C3=NC(=N2)N2CCC(CCC2)N)C(C)C)C=CC=C1 N-(2-(1H-pyrazol-1-yl)benzyl)-2-(4-aminoazepan-1-yl)-9-isopropyl-9H-purin-6-amine